OCC[C@]([C@H](CN)O)(O)[C@H](O)[C@H](O)CO 3-hydroxyethylglucamine